4-Methylcyclohex-4-en CC=1CCCCC1